C(C)(C)(C)OC(=O)NCCN1N=NC(=C1)CS(=O)(=O)C1=CC=C(C=C1)OC 1-(2-tert-butoxycarbonylaminoethyl)-4-[(4-methoxyphenyl)sulfonylmethyl]-1H-1,2,3-triazole